NC[C@H](CC(=O)O)CC(C)C (S)-(+)-3-aminomethyl-5-methyl-hexanoic acid